C1(=CC=CC=C1)C(CC)ON1C(CCCC1(C)C)(C)C 1-Phenyl-1-(2',2',6',6'-tetramethyl-1-piperidinyloxy)propan